NCC(=O)N[C@@H](C(C)C)C(=O)OC(C)(C)C tert-butyl glycyl-L-valinate